CC1=CC=CC=2N(N=NC21)CN(CCO)CCO 2,2'-[[(methyl-1H-benztriazol-1-yl)methyl]imino]bisethanol